2-(3,5-dichloro-4-(2-fluoro-4-hydroxy-3-isopropylbenzyl)phenyl)-N-methoxyacetamide ClC=1C=C(C=C(C1CC1=C(C(=C(C=C1)O)C(C)C)F)Cl)CC(=O)NOC